(S)-7-chloro-2-methyl-2-(trifluoromethyl)-2,3-dihydroimidazo[1,2-a]pyrimidin-5(1H)-one ClC=1N=C2N(C(C1)=O)C[C@](N2)(C(F)(F)F)C